ClC1=CC(=CC=2N(C=NC21)C[C@@H]2C[C@]1(CN(C(O1)=O)CC1(CCOCC1)C1=NC(=NO1)C1=CC=CC=C1)CCC2)C#N 4-chloro-1-[((5s,7s)-2-oxo-3-{[4-(3-phenyl-1,2,4-oxadiazol-5-yl)tetrahydro-2H-pyran-4-yl]methyl}-1-oxa-3-azaspiro[4.5]decan-7-yl)methyl]-1H-benzimidazole-6-carbonitrile